4,6'-dimethyl-N-(6-methylpyridin-2-yl)-[3,4'-bipyridine]-2'-carboxamide CC1=C(C=NC=C1)C1=CC(=NC(=C1)C)C(=O)NC1=NC(=CC=C1)C